(E)-1-(4-(8-chloro-5,6-dihydro-11H-benzo[5,6]cyclohepta[1,2-b]pyridin-11-ylidene)piperidin-1-yl)-3-(2-(3-methoxystyryl)phenoxy)propan-2-ol ClC=1C=CC2=C(CCC=3C(=NC=CC3)C2=C2CCN(CC2)CC(COC2=C(C=CC=C2)\C=C\C2=CC(=CC=C2)OC)O)C1